N[C@@H](CCC(=O)N[C@@H](CS)C(=O)NCC(=O)O)C(=O)O N-(N-L-γ-glutamyl-L-cysteinyl)glycine